4-(2-methoxy-4-(4,4,5,5-tetramethyl-1,3,2-dioxaborolan-2-yl)phenoxy)-1-(piperidin-4-ylmethyl)piperidine COC1=C(OC2CCN(CC2)CC2CCNCC2)C=CC(=C1)B1OC(C(O1)(C)C)(C)C